ClCC(=O)NNC(=O)C=1C(=NC=CC1)OC N'-(2-chloroacetyl)-2-methoxypyridine-3-carbohydrazide